FC=1C(=C(C=CC1)NC(=S)C1=C(CCNC1=O)NCC1=C(C=NC=C1)OCCN(C(OC(C)(C)C)=O)C)OC tert-butyl [2-({4-[({5-[(3-fluoro-2-methoxyphenyl)carbamothioyl]-6-oxo-1,2,3,6-tetrahydropyridin-4-yl}amino)methyl]pyridin-3-yl}oxy)ethyl]methylcarbamate